methyl 2-amino-4-methyl-1,3-benzothiazole-6-carboxylate NC=1SC2=C(N1)C(=CC(=C2)C(=O)OC)C